L-6,7-diphenyl-1,10-phenanthroline C1(=CC=CC=C1)C=1C=C2C=CC=NC2=C2N=CC=C(C12)C1=CC=CC=C1